[6-(azetidin-1-yl)-2-pyridinyl]-trimethyl-stannane N1(CCC1)C1=CC=CC(=N1)[Sn](C)(C)C